C1(=C(C=CC=C1)C1=C(C(=C(C=C1)O)C1=C(C=CC=C1)C)C1=C(C=CC=C1)C)C tritolyl-phenol